hydrogen sulfate, hydrochloride Cl.S(=O)(=O)(O)O